6,10,14-trimethyl-2,2-bis(2,2,2-trifluoroethoxy)pentadecane CC(CCCC(C)(OCC(F)(F)F)OCC(F)(F)F)CCCC(CCCC(C)C)C